N1C(CCCC1)CC1=CC=C(OC2C(NC(CC2)=O)=O)C=C1 3-[4-(2-piperidylmethyl)phenoxy]piperidine-2,6-dione